C(C1=CC=CC=C1)C1=C(NC(NC1=O)=O)C=1C(=C(C=CC1C#N)C=1CCCCC1)Cl (5-benzyl-2,6-dioxo-1,2,3,6-tetrahydropyrimidin-4-yl)-2-chloro-2',3',4',5'-tetrahydro-[1,1'-biphenyl]-4-formonitrile